1-Hydroxy-2-butanone OCC(CC)=O